N-((2-methoxy-5-(4-methylmorpholin-3-yl)phenyl)sulfonyl)-5-(pyridin-2-yl)quinoline-2-carboxamide COC1=C(C=C(C=C1)C1N(CCOC1)C)S(=O)(=O)NC(=O)C1=NC2=CC=CC(=C2C=C1)C1=NC=CC=C1